(R)-2-ethoxy-2-(4-morpholino-6-(3-(m-tolyl)-1H-pyrazol-1-yl)pyrimidin-2-yl)ethan-1-ol C(C)O[C@@H](CO)C1=NC(=CC(=N1)N1CCOCC1)N1N=C(C=C1)C=1C=C(C=CC1)C